Ribulose monophosphate P(=O)(O)(O)O.OCC(=O)[C@H](O)[C@H](O)CO